2-(1-Diphenylmethylazetidin-3-ylidene)-3-methylbutan-1-ol C1(=CC=CC=C1)C(N1CC(C1)=C(CO)C(C)C)C1=CC=CC=C1